ClC1=CC=C(C=C1)NC(N(CCN1C(COCC1)=O)C=1C=CC2=C(N=C(S2)NC(OC(C)(C)C)=O)C1)=O tert-butyl (5-{3-(4-chlorophenyl)-1-[2-(3-oxomorpholin-4-yl)ethyl]ureido}benzo[d]thiazol-2-yl)carbamate